1-Phenylpropane C1(=CC=CC=C1)CCC